C(C)C=1C(=CC=C2C=C(C=C(C12)C1=C(C=2N=C(N=C(C2C=N1)N1CC2(CCC2O)CCC1)OC[C@]12CCCN2C[C@@H](C1)F)F)O)F 6-(7-(8-Ethyl-7-fluoro-3-hydroxynaphthalen-1-yl)-8-fluoro-2-(((2R,7aS)-2-fluorotetrahydro-1H-pyrrolizin-7a(5H)-yl)methoxy)pyrido[4,3-d]pyrimidin-4-yl)-6-azaspiro[3.5]nonan-1-ol